Cl.N1[C@@H](CCC1)C(=O)OC methyl L-prolinate hydrochloride salt